(S)-2-(((S)-chloro-6-fluoro-1,2,3,4-tetrahydronaphthalen-2-yl)amino)-N-(1-(2-methyl-(neopentylamino)propan-2-yl)-1H-imidazol-4-yl)pentanamide dihydrobromide Br.Br.Cl[C@@H]1C(CCC2=CC(=CC=C12)F)N[C@H](C(=O)NC=1N=CN(C1)C(C)(CNCC(C)(C)C)C)CCC